3-cyano-2-methoxy-N-(3-(oxazol-5-yl)-1H-indazol-5-yl)benzamide C(#N)C=1C(=C(C(=O)NC=2C=C3C(=NNC3=CC2)C2=CN=CO2)C=CC1)OC